OC1([C@@H]2[C@H]3C[C@H](CC[C@@H]13)C2)S(=O)(=O)[O-] (1S,3R,6S,8S)-2-hydroxytricyclo[4.2.1.03,8]nonane-2-sulfonate